N-((7-fluoro-4-(4-(trifluoromethoxy)phenyl)quinazolin-2-yl)methyl)acrylamide (2S,3R,4S,4aR,10bR)-7-Methoxy-6-oxo-1,2,3,4,4a,5,6,10b-octahydrophenanthridine-2,3,4-triyl-triacetate COC1=C2C(N[C@@H]3[C@H]([C@@H]([C@@H](C[C@@H]3C2=CC=C1)CC(=O)O)CC(=O)O)CC(=O)O)=O.FC1=CC=C2C(=NC(=NC2=C1)CNC(C=C)=O)C1=CC=C(C=C1)OC(F)(F)F